[C@H](C)(CC)C=1N=C2N(C(C1C=C)=O)C1=C(N2)C=CC=C1 (S)-2-(sec-Butyl)-3-vinylbenzo[4,5]imidazo[1,2-a]pyrimidin-4(10H)-one